2-fluoro-5-(trifluoromethoxy)benzonitrile FC1=C(C#N)C=C(C=C1)OC(F)(F)F